4,7,10,13-tetraazaheptadecanoic acid C(CCNCCNCCNCCNCCCC)(=O)O